2-(4-chloro-1-isopropyl-1H-pyrazol-5-yl)-4-((5-(1-ethyl-4-(trifluoromethyl)-1H-imidazol-2-yl)pyrimidin-2-yl)methyl)-6,7-dihydropyrazolo[1,5-a]pyrimidin-5(4H)-one ClC=1C=NN(C1C1=NN2C(N(C(CC2)=O)CC2=NC=C(C=N2)C=2N(C=C(N2)C(F)(F)F)CC)=C1)C(C)C